ClC1=CC=NC2=C(C=CC=C12)F 4-chloro-8-fluoroquinoline